acenaphtho[1,2-b]pyrazine-8,9-dicarbonitrile C1=CC=C2C=CC=C3C2=C1C1=NC(=C(N=C13)C#N)C#N